CC1=CC=C(C=C1)S(=O)(=O)OCCC=1C=NC(=CC1)C(F)(F)F 2-[6-(trifluoromethyl)pyridin-3-yl]ethyl 4-methylbenzenesulfonate